O1CCC(=CC1)C1=NN2C(N(C(=C(C2=O)N2CCN(CC2)C(=O)C=2C(=C3C(=CN2)OCC3)O)CC)CC(=O)OCC)=N1 ethyl 2-(2-(3,6-dihydro-2H-pyran-4-yl)-5-ethyl-6-(4-(4-hydroxy-2,3-dihydrofuro[2,3-c]pyridine-5-carbonyl)piperazin-1-yl)-7-oxo-[1,2,4]triazolo[1,5-a]pyrimidin-4(7H)-yl)acetate